(R)-N-(5-chloro-3-((5-chloro-3-methyl-4-oxo-3,4-dihydroquinazolin-6-yl)amino)-2-fluorophenyl)-3-fluoropyrrolidine-1-sulfonamide Trifluoroacetate FC(C(=O)O)(F)F.ClC=1C=C(C(=C(C1)NS(=O)(=O)N1C[C@@H](CC1)F)F)NC=1C(=C2C(N(C=NC2=CC1)C)=O)Cl